C(C)OC(=O)C=1C=NN(C1C(F)(F)F)C1=NC(=CC=C1C)Cl 1-(6-chloro-3-methylpyridin-2-yl)-5-(trifluoromethyl)-1H-pyrazole-4-carboxylic acid ethyl ester